C(C)C1(NC(N(C(C1)=O)[C@@H]1CCOC2=CC=C(C=C12)C(=O)N[C@@H](C)C1=C(C=CC=C1)OC)=N)CC (4R)-4-(4,4-diethyl-2-imino-6-oxo-hexahydropyrimidin-1-yl)-N-[(1S)-1-(2-methoxyphenyl)ethyl]chromane-6-carboxamide